C(C1=CC=CC=C1)O[C@@H]1CO[C@H]2[C@@H]1OC[C@@H]2OCC(=O)ON2C(CCC2=O)=O 2,5-dioxopyrrolidin-1-yl 2-(((3S,3aR,6R,6aR)-6-(benzyloxy)hexahydrofuro[3,2-b]furan-3-yl)oxy)acetate